C(C(C)=C)[Zr] (methallyl)zirconium